ethyl 3-(tert-butyl (2-ethoxy-2-oxoethyl) amino)-3-oxopropanoate C(C)(C)(C)N(C(CC(=O)OCC)=O)CC(=O)OCC